O,O-DIETHYL S-((4-FLUOROPHENYL)(2-((4-METHYLPHENYL)SULFONAMIDO)PHENYL)METHYL) PHOSPHOROTHIOATE P(OCC)(OCC)(SC(C1=C(C=CC=C1)NS(=O)(=O)C1=CC=C(C=C1)C)C1=CC=C(C=C1)F)=O